FC(CC=1C2=C(S(C1)=O)C(=CC=C2)N[C@@H]2[C@H](CN(CC2)C)F)F 3-(2,2-difluoroethyl)-7-(((3S,4S)-3-fluoro-1-methylpiperidin-4-yl)amino)-1-oxidobenzo[b]thiophen